C(C)OC(=O)C=1C2=C(N(N1)CC(=O)OC(C)(C)C)CCC2 ethyl-1-(2-(tert-butoxy)-2-oxoethyl)-1,4,5,6-tetrahydrocyclopenta[c]pyrazole-3-carboxylate